methyl (1r,4r)-4-((5-((5-isopropoxy-2-nitrophenyl)amino)pyridin-2-yl)carbamoyl)cyclohexane-1-carboxylate C(C)(C)OC=1C=CC(=C(C1)NC=1C=CC(=NC1)NC(=O)C1CCC(CC1)C(=O)OC)[N+](=O)[O-]